2-[4-(4-amino-5-bromopyrrolo[2,1-f][1,2,4]triazin-7-yl)piperidin-1-yl]ethanol NC1=NC=NN2C1=C(C=C2C2CCN(CC2)CCO)Br